FC1(CC2(C1)C[C@H](N(CC2)CC2=C1C=CNC1=C(C=C2OC)C)C2=C(C=C(C(=O)O)C=C2)NC(C)=O)F 4-[(6S)-2,2-Difluoro-7-[(5-methoxy-7-methyl-1H-indol-4-yl)methyl]-7-azaspiro[3.5]nonan-6-yl]-3-acetamidobenzoic acid